4-phenylbutylamine C1(=CC=CC=C1)CCCCN